1-(4-(5-(difluoromethyl)-1,3,4-oxadiazol-2-yl)-2-fluorobenzyl)-6-fluoro-5-(furan-2-yl)-3-(1-methylpiperidin-4-yl)-1,3-dihydro-2H-benzo[d]imidazol-2-one FC(C1=NN=C(O1)C1=CC(=C(CN2C(N(C3=C2C=C(C(=C3)C=3OC=CC3)F)C3CCN(CC3)C)=O)C=C1)F)F